FC1=C(OC=2N=CC(=NC2)NC([C@H](C)N2CC(N(CC2)C(=O)[C@@H]2CCC3=C(NC=N3)C2)(C)C)=O)C=CC(=C1)F (S)-N-(5-(2,4-difluorophenoxy)pyrazin-2-yl)-2-(3,3-dimethyl-4-((R)-4,5,6,7-tetrahydro-1H-benzo[d]imidazole-6-carbonyl)piperazin-1-yl)propanamide